3-(3-hydroxy-2,2-dimethylpropyl)-2-iodo-1H-indol OCC(CC1=C(NC2=CC=CC=C12)I)(C)C